tert-butyl 1-(3-(4-(difluoromethoxy)phenyl)-1,2,4-oxadiazol-5-yl)piperidine-4-carboxylate FC(OC1=CC=C(C=C1)C1=NOC(=N1)N1CCC(CC1)C(=O)OC(C)(C)C)F